2-(1-(4-Chloro-5H-pyrrolo[3,2-d]pyrimidin-5-yl)ethyl)-3-(3-fluorophenyl)-4H-chromen-4-one ClC=1C2=C(N=CN1)C=CN2C(C)C=2OC1=CC=CC=C1C(C2C2=CC(=CC=C2)F)=O